C1(=CC=C(C=C1)N=NC1=CC=C(N(CCCC)CCCC)C=C1)C1=CC=C(C=C1)N=NC1=CC=C(N(CCCC)CCCC)C=C1 4,4'-([1,1'-biphenyl]-4,4'-diylbis(diazene-2,1-diyl))bis(N,N-dibutylaniline)